[NH3+]F.[Zn+2] zinc ammonio fluoride